2-((3-cyclopropyl-1-methyl-1H-pyrazol-5-yl)sulfonyl)-6-((tetrahydro-2H-pyran-4-yl)methyl)-2,6-diazaspiro[3.3]heptane C1(CC1)C1=NN(C(=C1)S(=O)(=O)N1CC2(C1)CN(C2)CC2CCOCC2)C